COC(=O)C1=NC(=CC=C1OCC)CN=[N+]=[N-] 6-(azidomethyl)-3-ethoxypyridine-2-carboxylic acid methyl ester